tert-butyl 4-(5-(7-cyano-6-fluoro-4-methyl-3,4-dihydroquinoxalin-1(2H)-yl)-1,3-dimethyl-2-oxo-1,2-dihydroquinolin-7-yl)piperidine-1-carboxylate C(#N)C1=C(C=C2N(CCN(C2=C1)C1=C2C=C(C(N(C2=CC(=C1)C1CCN(CC1)C(=O)OC(C)(C)C)C)=O)C)C)F